2,3-dichloro-N-methyl-4-nitroaniline ClC1=C(NC)C=CC(=C1Cl)[N+](=O)[O-]